NC1=C(C=2C(=NC=C(C2S1)F)C=1C2=C(C=3C=NC(=NC3C1F)N1C[C@H](CC1)N1[C@H](CN(CC1)C)C)COC2)C#N 2-Amino-4-(3-((S)-3-((S)-2,4-dimethylpiperazin-1-yl)pyrrolidin-1-yl)-5-fluoro-7,9-dihydrofuro[3,4-f]quinazolin-6-yl)-7-fluorothieno[3,2-c]pyridine-3-carbonitrile